ethyl 3-[(1S,3R)-3-aminocyclohexyl]-5,6,7,8-tetrahydro-[1,2,4]triazolo[4,3-a]pyridine-6-carboxylate N[C@H]1C[C@H](CCC1)C1=NN=C2N1CC(CC2)C(=O)OCC